1,1'-(propane-2,2-diylbis(sulfanediyl))bis(hept-5-en-3-one) CC(C)(SCCC(CC=CC)=O)SCCC(CC=CC)=O